(E)-2-chloro-5-methoxy-N-(2-methoxy-5-(4-(4-(4-oxopent-2-enoyl)piperazin-1-yl)quinazolin-6-yl)pyridin-3-yl)benzene-sulfonamide ClC1=C(C=C(C=C1)OC)S(=O)(=O)NC=1C(=NC=C(C1)C=1C=C2C(=NC=NC2=CC1)N1CCN(CC1)C(\C=C\C(C)=O)=O)OC